(R)-3-methyl-4-(2-(2-methyl-1H-benzo[d]imidazol-1-yl)-7-(pyridin-4-yl)thieno[3,2-d]pyrimidin-4-yl)morpholine C[C@H]1N(CCOC1)C=1C2=C(N=C(N1)N1C(=NC3=C1C=CC=C3)C)C(=CS2)C2=CC=NC=C2